[Cl-].FC1=CC=CC(=N1)C=1N=C(SC1)NC(C[NH3+])=O 2-((4-(6-fluoropyridin-2-yl)thiazol-2-yl)amino)-2-oxoethan-1-aminium chloride